FC1=C(C=CC=C1)CC1NCC1 2-[(2-fluorophenyl)-methyl]azetidine